FC=1C=C2C(=C3N(C(C2=CC1)=O)C(C1=CC=CC=C13)CC(C)=O)C1=CC=CC=C1 2-fluoro-7-(2-oxopropyl)-12-phenylisoindolo[2,1-b]isoquinolin-5(7H)-one